difluoro-cyclohexane FC1(CCCCC1)F